BrC=1C=C(C=C2C(C(C(OC12)(P(O)O)SCC)C)=O)C.FC(S(=O)(=O)C1=CC=C(C=C1)C1CNC1)(F)F 3-[4-(trifluoromethylsulfonyl)phenyl]azetidine 8-bromo-2-(ethylthio)-3,6-dimethyl-4H-chromen-4-onephosphonite